CC1=C(C=C(C=C1)NC(C1=NC(=CC=C1)C(F)(F)F)=O)N1N=CC(=C1)C=1C=NC=CC1OCCN1CCOCC1 N-(4-methyl-3-(4-(4-(2-morpholinoethoxy)pyridin-3-yl)-1H-pyrazol-1-yl)phenyl)-6-(trifluoromethyl)picolinamide